N,N-dihexadecyl-4-butylaniline C(CCCCCCCCCCCCCCC)N(C1=CC=C(C=C1)CCCC)CCCCCCCCCCCCCCCC